N-((1s,3s)-3-(hydroxymethyl)cyclobutyl)-3-methylbenzenesulfonamide OCC1CC(C1)NS(=O)(=O)C1=CC(=CC=C1)C